2-bis(2-hydroxyethyl)amino-2-hydroxymethyl-1,3-propylene glycol OCCN(C(CO)(CO)CO)CCO